6-(2-Chloro-6-fluorophenyl)-2-((4-((2-(dimethylamino)ethyl)(methyl)amino)phenyl)amino)-8,9-dihydroimidazo[1,2-a]pyrimido[5,4-e]pyrimidin-5(6H)-one ClC1=C(C(=CC=C1)F)N1C=2N(C3=C(C1=O)C=NC(=N3)NC3=CC=C(C=C3)N(C)CCN(C)C)CCN2